(S)-N-((2-(6-(2-(methoxymethyl)pyrrolidin-1-yl)pyridin-2-yl)-1,6-naphthyridin-7-yl)methyl)-5-(methylsulfonyl)nicotinamide COC[C@H]1N(CCC1)C1=CC=CC(=N1)C1=NC2=CC(=NC=C2C=C1)CNC(C1=CN=CC(=C1)S(=O)(=O)C)=O